N-benzyl-2,3-dibromo-5-fluoro-aniline C(C1=CC=CC=C1)NC1=C(C(=CC(=C1)F)Br)Br